2-[benzyl-(ethyl)amino]-5-methoxy-1-methyl-6-oxopyrimidine-4-carboxylic acid C(C1=CC=CC=C1)N(C=1N(C(C(=C(N1)C(=O)O)OC)=O)C)CC